[Na].C(C)O ethanol sodium salt